(R)-1-(3,5-difluorophenyl)-3-(isoquinolin-4-yl)-2-oxoimidazoline-4-carbonitrile FC=1C=C(C=C(C1)F)N1C(N([C@H](C1)C#N)C1=CN=CC2=CC=CC=C12)=O